NC1=C2C=C(N=CC2=CC=C1)N1C=CC=2C1=CN=C(C2)N2CC(C2)OC2CCN(CC2)CCCCCOC=2C=C1C(N(C(C1=CC2)=O)C2C(NC(CC2)=O)=O)=O 5-((5-(4-((1-(1-(5-aminoisoquinolin-3-yl)-1H-pyrrolo[2,3-c]pyridin-5-yl)azetidin-3-yl)oxy)piperidin-1-yl)pentyl)oxy)-2-(2,6-dioxopiperidin-3-yl)isoindoline-1,3-dione